2,5,8,11-Tetra-butyl-Perylene C(CCC)C1=CC=2C=3C=C(C=C4C=C(C=C(C5=CC(=CC(=C1)C52)CCCC)C43)CCCC)CCCC